NCCCOC1=CC=C(C=C1)[C@@H]1CC[C@H](CC1)OC=1N=NNC1C(=O)O 4-(((trans)-4-(4-(3-aminopropoxy)phenyl)cyclohexyl)oxy)-1H-1,2,3-triazole-5-carboxylic acid